C(C)(C)(C)[C@@]1(N(C[C@@H](C1)OC1=CC=C(C=C1)C(F)(F)F)C(=O)OCCC=1N=C(C2=CC(=NC=C2C1)N)NC(C)C)CO 2-(7-amino-1-(isopropylamino)-2,6-naphthyridin-3-yl)ethan-1-ol tert-butyl-(2R,4R)-2-(hydroxymethyl)-4-(4-(trifluoromethyl)phenoxy)pyrrolidine-1-carboxylate